COC=1C=C(C=CC1)C1=CC=C(C=C1)CC(=O)O (3'-methoxy-[1,1'-biphenyl]-4-yl)acetic acid